ClC1=C(C(=O)NC=2C=C3C=C(N(C3=CC2)CC)C(=O)NC2=CC(=CC(=C2)C(F)(F)F)F)C=C(C=C1)CNC(C(C)C)=O 5-(2-chloro-5-(isobutyrylaminomethyl)benzoylamino)-1-ethyl-N-(3-fluoro-5-(trifluoromethyl)phenyl)-1H-indole-2-carboxamide